8-(1,2,3,4-tetrahydroquinolin-5-yl)-1,4-dioxa-8-azaspiro[4.5]decane N1CCCC2=C(C=CC=C12)N1CCC2(OCCO2)CC1